FC=1C(=NC(=NC1)NC1=CC=C(C=N1)N1CCN(CC1)CCO)C=1C=C2C3(C(=NC2=C(C1)F)C)CCCC3 2-(4-(6-((5-fluoro-4-(7'-fluoro-2'-methylspiro[cyclopentane-1,3'-indol]-5'-yl)pyrimidin-2-yl)amino)pyridin-3-yl)piperazin-1-yl)ethanol